(2S,5S)-4-(1-(trifluoromethyl)cyclopropane-1-carbonyl)-2,3,4,5-tetrahydro-2,5-methanopyrido[3,4-f][1,4]oxazepine-9-carbonitrile FC(C1(CC1)C(=O)N1C[C@H]2OC3=C([C@@H]1C2)C=NC=C3C#N)(F)F